CN1CCN(CC1)CC(=O)C1(CC1)C1=CC=C(C=C1)[N+](=O)[O-] 2-(4-methylpiperazin-1-yl)-1-(1-(4-nitrophenyl)cyclopropyl)ethanone